CC(C(C(C(=O)O)(C)C)(O)C(=O)O)C(=O)O.C(CC)OCCC propyl ether trimethyl-citrate